(3S)-N-[3-(2-[[(2S)-2-hydroxypropyl]amino]-6-(morpholin-4-yl)pyridin-4-yl)-4-methylphenyl]-3-(2,2,2-trifluoroethyl)pyrrolidine-1-carboxamide O[C@H](CNC1=NC(=CC(=C1)C=1C=C(C=CC1C)NC(=O)N1C[C@@H](CC1)CC(F)(F)F)N1CCOCC1)C